ClC1=CC(=C(N=N1)C(NC([2H])([2H])[2H])=O)NC=1C(=C(C=CC1)C=1SC2=C(N1)CN(C2)C(=O)[O-])OC 2-[3-[[6-Chloro-3-(trideuteromethylcarbamoyl)pyridazin-4-yl]amino]-2-methoxy-phenyl]-4,6-dihydropyrrolo[3,4-d]Thiazole-5-carboxylate